1,3-dimethoxypropan COCCCOC